C1=C(C=CC2=CC=CC=C12)N1C(CNC(C1)=O)C(=O)O (2-naphthyl)-5-oxo-2-piperazinecarboxylic acid